7-nitro-1-toluenesulfonyl-1H-indole [N+](=O)([O-])C=1C=CC=C2C=CN(C12)S(=O)(=O)CC1=CC=CC=C1